2-ethylhexylphosphonate C(C)C(CP([O-])([O-])=O)CCCC